OCCN1C[C@@H](CC1=O)NC(OC(C)(C)C)=O tert-butyl (R)-(1-(2-hydroxyethyl)-5-oxopyrrolidin-3-yl)carbamate